2-{4-[(2-fluorobenzyl)oxy]phenyl}-4(3H)-quinazolinone FC1=C(COC2=CC=C(C=C2)C2=NC3=CC=CC=C3C(N2)=O)C=CC=C1